FC(C1CCC(CN1)NC(OC(C)(C)C)=O)(F)F tert-butyl [6-(trifluoromethyl)piperidin-3-yl]carbamate